C(C)OC(=O)C1(CC(=NO1)C1=C(C=C(C(=C1)C1=CC(=NC=C1)F)F)Cl)C 3-[2-chloro-4-fluoro-5-(2-fluoro-4-pyridinyl)phenyl]-5-methyl-4H-isoxazole-5-carboxylic acid ethyl ester